CC1(CCCCC1)C(C)(C)C1(CCCCC1)C di(methylcyclohexyl)propane